N-[(1RS,3RS)-4,4-difluoro-3-methylcyclohexyl]carbamic acid tert-butyl ester C(C)(C)(C)OC(N[C@H]1C[C@H](C(CC1)(F)F)C)=O |r|